tert-butyl((4''-((2-butyl-4-oxo-1,3-diazaspiro[4.4]non-1-en-3-yl)methyl)-2''-(ethoxymethyl)-[1,1'-biphenyl]-2-yl)sulfonyl)carbamate C(C)(C)(C)OC(NS(=O)(=O)C1(C(=CC=C(C1)CN1C(=NC2(C1=O)CCCC2)CCCC)C2=CC=CC=C2)COCC)=O